F[P-](F)(F)(F)(F)F.N1(N=NC2=C1C=CC=C2)O[P+](N(C)C)(N(C)C)N(C)C (1H-benzotriazol-1-yloxy)[tris-(dimethylamino)]Phosphonium hexafluorophosphate